[Cl-].[Cl-].[Zr+2].C(C)C(C(=O)O)CCCC (2-ethylhexanoic acid) zirconium dichloride